3-(piperidin-3-ylmethoxy)-2-(trifluoromethoxy)pyridine hydrochloride Cl.N1CC(CCC1)COC=1C(=NC=CC1)OC(F)(F)F